(2,2'-bipyridyl) palladium dichloride [Pd](Cl)Cl.N1=C(C=CC=C1)C1=NC=CC=C1